NC1=C(N=CC(=N1)N1CCC2(CCC[C@H]2N)CC1)C1=C(C(=CC=C1)Cl)Cl (R)-8-(6-amino-5-(2,3-dichlorophenyl)pyrazin-2-yl)-8-azaspiro[4.5]decan-1-amine